C1(CC1)C=1C(=C(OC=2C(=CC(=NC2)C)C2=NOCC(N2)CC2=CC(=C(C=C2)C)C)C=CC1)F 3-[5-(3-cyclopropyl-2-fluorophenoxy)-2-methylpyridin-4-yl]-5-(3,4-dimethylbenzyl)-5,6-dihydro-4H-1,2,4-oxadiazine